FC1(CCC(CC1)NC1=NC(=NC(=C1OCCNC(OC(C)(C)C)=O)OC)C=1SC=C(N1)C)F tert-butyl (2-((4-((4,4-difluorocyclohexyl)amino)-6-methoxy-2-(4-methylthiazol-2-yl)pyrimidin-5-yl)oxy)ethyl)carbamate